FC=1C=C(C=CC1CN1C(=NC=C1)C(C)C)C1=C(SC(=C1)CC(C)C)S(=O)(=O)NC(O)=O (3-(3-fluoro-4-((2-isopropylimidazol-1-yl)methyl)phenyl)-5-isobutyl-2-thienyl)sulfonyl-carbamic acid